3-Chloro-5-(3-methylpiperazin-1-yl)-2,3-dihydro-1,4-benzodioxine ClC1OC2=C(OC1)C=CC=C2N2CC(NCC2)C